bicyclo(2.2.2)oct-5-ene-2,3-dicarboxylic acid C12C(C(C(C=C1)CC2)C(=O)O)C(=O)O